N-(3-methylbutyl)-3,5-bis-(3-methylbutylamino)-benzamide CC(CCNC(C1=CC(=CC(=C1)NCCC(C)C)NCCC(C)C)=O)C